1-((1-hexoxyprop-2-yl)oxy)-propan-2-amine C(CCCCC)OCC(C)OCC(C)N